COC(CNC1=C(C=2C[C@@H](C=CC2C=C1OCC1=CC=CC=C1)NC(=O)OC(C)(C)C)F)=O ({(7S)-3-(Phenylmethoxy)-7-[(tert-Butoxycarbonyl)amino]-1-fluoro-7,8-dihydro-naphthalen-2-yl}amino)acetic acid methyl ester